(5-bromo-3-methylpyridin-2-yl)methanol 3,4-dichlorobenzoate ClC=1C=C(C(=O)OCC2=NC=C(C=C2C)Br)C=CC1Cl